3-(6-aminohexyl)-2-butyl-4-isopropoxy-imidazo[4,5-d]pyridazin-7-amine dihydrochloride salt Cl.Cl.NCCCCCCN1C(=NC2=C(N=NC(=C21)OC(C)C)N)CCCC